CS(=O)(=O)C=1N=CC2=C(N1)N=C(C=C2C#C[Si](C(C)C)(C(C)C)C(C)C)NC(OC2CCCC2)=O cyclopentyl (2-(methylsulfonyl)-5-((triisopropylsilyl)ethynyl)pyrido[2,3-d]pyrimidin-7-yl)carbamate